[C@H]12OC[C@H](N(C1)C=1C=C3C(=CC=NC3=CC1)C(=O)O)C2 6-((1R,4R)-2-oxa-5-azabicyclo[2.2.1]heptan-5-yl)quinoline-4-carboxylic acid